O=C1NC(CCC1N1C(OC2=C1C=CC=C2C#CCOCCNC(OC(C)(C)C)=O)=O)=O tert-butyl N-[2-[3-[3-(2,6-dioxo-3-piperidyl)-2-oxo-1,3-benzoxazol-7-yl]prop-2-ynoxy]ethyl]carbamate